(1R,3S,5R)-2-(2-(3-acetyl-7-methyl-5-(2-methylpyrimidin-5-yl)-1H-indazol-1-yl)acetyl)-5-methyl-N-(2-oxo-2H-[1,2'-bipyridin]-6'-yl)-2-azabicyclo[3.1.0]hexane-3-carboxamide C(C)(=O)C1=NN(C2=C(C=C(C=C12)C=1C=NC(=NC1)C)C)CC(=O)N1[C@@H]2C[C@@]2(C[C@H]1C(=O)NC1=CC=CC(=N1)N1C(C=CC=C1)=O)C